NC1=NC2=C(N1C13CN(CC(CC1)C3)CCOC3=C(C=NN3C)C3=CC(=CN(C3=O)C)C(=O)O)C=C(C=C2)Br 5-(5-(2-(1-(2-amino-6-bromo-1H-benzo[d]imidazol-1-yl)-3-azabicyclo[3.2.1]octan-3-yl)ethoxy)-1-methyl-1H-pyrazol-4-yl)-1-methyl-6-oxo-1,6-dihydropyridine-3-carboxylic acid